FC1=CC(=C(C=C1)N(C(C)=O)C)OCCOC N-(4-Fluoro-2-(2-methoxyethoxy)phenyl)-N-methylacetamide